N-{4-[2-(2-chloro-3-fluorophenyl)acetylamino]pyridin-2-yl}-N-(4-methylphenyl)acetamide ClC1=C(C=CC=C1F)CC(=O)NC1=CC(=NC=C1)N(C(C)=O)C1=CC=C(C=C1)C